FC1(CCC(CC1)NCCOCCCC1=C(C=CC(=C1)C)S(=O)(=O)N1[C@@H](CCC1)C(=O)O)F ((2-(3-(2-((4,4-Difluorocyclohexyl)amino)ethoxy)propyl)-4-methylphenyl)sulfonyl)-L-proline